bromo-2-chloro-4-(3,4-dihydroquinolin-1(2H)-yl)quinazoline BrC1=C2C(=NC(=NC2=CC=C1)Cl)N1CCCC2=CC=CC=C12